BrC=1C(=C(C=NC1)C1=CN(C(C=C1)=O)C(C)C)F 5'-bromo-4'-fluoro-1-isopropyl-[3,3'-bipyridine]-6(1H)-one